N-benzylphenothiazine C(C1=CC=CC=C1)N1C2=CC=CC=C2SC=2C=CC=CC12